BrC=1SC=C(N1)C(=O)NC=1C(=NN(C1)C1CC(C1)O)C1=NC=CC=C1F 2-bromo-N-(3-(3-fluoropyridin-2-yl)-1-((1s,3s)-3-hydroxycyclobutyl)-1H-pyrazol-4-yl)thiazole-4-carboxamide